CC1(OB(OC1(C)C)C1=CC=C(C=C1)N1CC2(CN(C2)C(=O)OC(C)(C)C)C1)C tert-butyl 6-[4-(4,4,5,5-tetramethyl-1,3,2-dioxaborolan-2-yl) phenyl]-2,6-diazaspiro[3.3]heptane-2-carboxylate